4-[4-[[(4S)-8-chlorochroman-4-yl]carbamoylamino]thiazol-2-yl]-2-methoxy-benzamide ClC=1C=CC=C2[C@H](CCOC12)NC(=O)NC=1N=C(SC1)C1=CC(=C(C(=O)N)C=C1)OC